4-chloro-5-fluoro-2-(((2-tosylhydrazino)methyl)phenyl)piperazine-1-carboxylic acid tert-butyl ester C(C)(C)(C)OC(=O)N1C(CN(C(C1)F)Cl)C1=C(C=CC=C1)CNNS(=O)(=O)C1=CC=C(C)C=C1